C(CCCC)OCCCCCNNC(=O)C1=CC=C(CC=2C(=NC=CN2)C(=O)N)C=C1 (4-(2-(5-(pentyloxy)pentyl)hydrazine-1-carbonyl)benzyl)pyrazine-2-carboxamide